1-(1-(pyridin-2-ylethynyl)-3-azabicyclo[3.1.0]hexan-3-yl)pentan-1-one N1=C(C=CC=C1)C#CC12CN(CC2C1)C(CCCC)=O